3-[3,3-Dimethyl-2-(2-methyl-pyrimidin-4-ylamino)-butyryl]-6,6-dimethyl-3-aza-bicyclo[3.1.0]hexane-2-carboxylic acid methyl ester COC(=O)C1C2C(C2CN1C(C(C(C)(C)C)NC1=NC(=NC=C1)C)=O)(C)C